(1S)-3,3-difluorocyclopentane-1-amine hydrochloride Cl.FC1(C[C@H](CC1)N)F